CC(CC(C(=O)NC(CC1C(NCC1)=O)C(C(=O)NC1CN(C1)C)=O)NC(OC(C(C)(C)C1=CC(=CC=C1)Cl)C1=CC=CC=C1)=O)C 2-(3-chlorophenyl)-2-methyl-1-phenylpropyl (4-methyl-1-((4-((1-methylazetidin-3-yl)amino)-3,4-dioxo-1-(2-oxopyrrolidin-3-yl)butan-2-yl)amino)-1-oxopentan-2-yl)carbamate